tert-Butyl (3R,4R)-4-(5-(2,4-dioxotetrahydropyrimidin-1(2H)-yl)-3-methyl-1H-pyrrolo[2,3-b]pyridin-1-yl)-3-fluoropiperidine-1-carboxylate O=C1N(CCC(N1)=O)C=1C=C2C(=NC1)N(C=C2C)[C@H]2[C@@H](CN(CC2)C(=O)OC(C)(C)C)F